NC1=NC=CC(=C1C#CC(C)(N1CCNCC1)C)OC1=C(C=C(C=C1)NC(=O)C=1C(N(N=CC1)C1=CC=C(C=C1)F)=O)F N-(4-(2-amino-3-(3-methyl-3-(piperazin-1-yl)but-1-ynyl)pyridin-4-yloxy)-3-fluorophenyl)-2-(4-fluorophenyl)-3-oxo-2,3-dihydropyridazine-4-carboxamide